COC1=NN(C=C1C1=CC=2C(=NC=C(C2)C(=O)NC=2C(=NC=C(C2)NC(CN2CCCCC2)=O)C)N1)C 2-(3-methoxy-1-methyl-1H-pyrazol-4-yl)-N-(2-methyl-5-(2-(piperidin-1-yl)acetamido)pyridin-3-yl)-1H-pyrrolo[2,3-b]pyridine-5-carboxamide